C(C)(=O)O.FC=1C(=C(C=CC1F)C(=O)N1CC(C1)(O)CNC1CN(CCC1)CC)NC1=C(C=C(C=C1)I)F 1-({3,4-difluoro-2-[(2-fluoro-4-iodophenyl)amino]phenyl}carbonyl)-3-{[(1-ethylpiperidin-3-yl)amino]methyl}azetidin-3-ol acetate salt